(S)-3-(5-((tert-butyldimethylsilyl)oxy)-2-hydroxyphenyl)-1-ethoxy-1-oxopropan-2-yl benzoate C(C1=CC=CC=C1)(=O)O[C@H](C(=O)OCC)CC1=C(C=CC(=C1)O[Si](C)(C)C(C)(C)C)O